COC1=C2C(C[C@](OC2=CC=C1)(C(=O)OC)C#CC1=CC=CC=C1)=O methyl (R)-5-methoxy-4-oxo-2-(phenylethynyl)chromane-2-carboxylate